2-chloro-5-(4-fluorophenyl)pyrazine ClC1=NC=C(N=C1)C1=CC=C(C=C1)F